2,3-diacetyloxysuccinimide C(C)(=O)OC1C(=O)NC(C1OC(C)=O)=O